O[C@@H]1[C@H](O[C@H]([C@@H]1O)N1C2=NC(=NC(=C2N=C1)NCC1=NC=CC=C1)C=1C=NC=C(C1)OC)C(=O)NCC(F)(F)F (2S,3S,4R,5R)-3,4-dihydroxyl-5-(2-(5-methoxypyridin-3-yl)-6-((pyridin-2-ylmethyl)amino)-9H-purin-9-yl)-N-(2,2,2-trifluoroethyl)tetrahydrofuran-2-formamide